FC1(CCC=2C=C3N(C2C1)CCNC3=O)F 7,7-difluoro-3,4,6,7,8,9-hexahydropyrazino[1,2-a]indol-1(2H)-one